2-chloro-3-fluoro-5,6,7,8-tetrahydronaphthalene-1-carbaldehyde ClC1=C(C=2CCCCC2C=C1F)C=O